(1S)-1-(3-(difluoromethyl)-2-fluorophenyl)ethane-1-amine FC(C=1C(=C(C=CC1)[C@H](C)N)F)F